2-(2,4-dimethoxybenzyl)-7-((5-(4-methylpiperazin-1-yl)pyridin-2-yl)amino)-4-(2-phenyl-1H-indol-3-yl)-2,3-dihydro-1H-pyrrolo[3,4-c]pyridin-1-one COC1=C(CN2CC=3C(=NC=C(C3C2=O)NC2=NC=C(C=C2)N2CCN(CC2)C)C2=C(NC3=CC=CC=C23)C2=CC=CC=C2)C=CC(=C1)OC